C(C)OC(\C=C(/CC=1SC=CC1)\C)=O.CN(C=1C=C2C(=CC=NC2=CC1)NC=1C=CC(=NC1)C(=O)NC1=NC=C(C=C1)NC1=CC=CC=C1)C 5-((6-(dimethylamino)quinolin-4-yl)amino)-N-(5-(phenylamino)pyridin-2-yl)picolinamide ethyl-(Z)-3-methyl-4-(thiophen-2-yl)but-2-enoate